ClC1=C(C=CC(=C1)B1OC(C(O1)(C)C)(C)C)N1C(N(C=C1)C)=O 1-(2-chloro-4-(4,4,5,5-tetramethyl-1,3,2-dioxaborolan-2-yl)phenyl)-3-methyl-1H-imidazol-2(3H)-one